(6Z)-8-(trans-4-aminocyclohexyloxy)-6-ethoxyimino-5,5-dimethyl-benzo[h]quinazolin-4-amine N[C@@H]1CC[C@H](CC1)OC=1C=CC2=C(\C(\C(C=3C(=NC=NC23)N)(C)C)=N/OCC)C1